1-((4-(5-chloro-3-fluoro-2-(((6S)-6-methylmorpholin-2-yl)methyl)phenyl)pyrrolo[2,1-f][1,2,4]triazin-6-yl)methyl)-4-methylpiperazine-2,6-dione ClC=1C=C(C(=C(C1)C1=NC=NN2C1=CC(=C2)CN2C(CN(CC2=O)C)=O)CC2CNC[C@@H](O2)C)F